1-bromo-3-((difluoromethoxy)methyl)-5-(methylsulfonyl)benzene BrC1=CC(=CC(=C1)S(=O)(=O)C)COC(F)F